tert-butyl 1-[2-[1-(4-amino-2-fluoro-phenyl)-4-piperidyl]ethyl]piperidine-4-carboxylate NC1=CC(=C(C=C1)N1CCC(CC1)CCN1CCC(CC1)C(=O)OC(C)(C)C)F